1,1'-[1,3-phenylenedi(methylene)]bis(3,4-dimethylpyridin-1-ium) dibromide [Br-].[Br-].C1(=CC(=CC=C1)C[N+]1=CC(=C(C=C1)C)C)C[N+]1=CC(=C(C=C1)C)C